4-methyl-7-(5-methylfuran-2-yl)-3,5,6,8,10,11-hexazatricyclo[7.3.0.02,6]dodeca-1(9),2,4,7,11-pentaene CC=1N=C2C=3C=NNC3N=C(N2N1)C=1OC(=CC1)C